3-methyl-5-(N-(2-(4-(4-nitrobenzoyl)piperazin-1-yl)phenyl)-N-phenethylsulfamoyl)benzofuran-2-carboxylic acid ethyl ester C(C)OC(=O)C=1OC2=C(C1C)C=C(C=C2)S(N(CCC2=CC=CC=C2)C2=C(C=CC=C2)N2CCN(CC2)C(C2=CC=C(C=C2)[N+](=O)[O-])=O)(=O)=O